OCCN(CCCCCCCC(=O)OC(CCCCCCCC)CCCCCCCC)CCCCCOC(=O)OCC1CCC(CC1)CCCCC heptadecan-9-yl 8-((2-hydroxyethyl)(5-((((4-pentylcyclohexyl)methoxy)carbonyl)oxy)pentyl)amino)octanoate